1,8-bis[4-(9H-carbazol-9-yl)phenyl]anthracene C1=CC=CC=2C3=CC=CC=C3N(C12)C1=CC=C(C=C1)C1=CC=CC2=CC3=CC=CC(=C3C=C12)C1=CC=C(C=C1)N1C2=CC=CC=C2C=2C=CC=CC12